triaminodecene NC(CCCCCCCC=C)(N)N